1,1'-biphenyl-4,4'-dicarboxylic acid chloride C1(=CC=C(C=C1)C(=O)Cl)C1=CC=C(C=C1)C(=O)Cl